F[B-](F)(F)F.C(=O)(O)C1=CC(=C(C(=C1)C)[NH+]=C1N(C2=C(N1C(C)C)C=CC=C2)C(C)C)C 4-carboxy-N-(1,3-diisopropyl-1,3-dihydro-2H-benzo[d]imidazol-2-ylidene)-2,6-dimethyl-benzeneaminium tetrafluoroborate